COC(CCC)=O butyric acid methyl ester